1-(3-(2-chloro-5-fluoropyrimidin-4-yl)phenyl)-4-methylpyridin-2(1H)-one ClC1=NC=C(C(=N1)C=1C=C(C=CC1)N1C(C=C(C=C1)C)=O)F